OC(CO)C1=C2C=CNC2=CC(=C1OC=1C=CC(=C(C1)C1=NN(C=C1)C(CCCC(CS(=O)(=O)CC(=O)OCC)(C)C)C=1C=C(C=CC1)CCC(=O)OCC)F)F ethyl 3-(3-(1-(3-(5-((4-(1,2-dihydroxyethyl)-6-fluoro-1H-indol-5-yl)oxy)-2-fluorophenyl)-1H-pyrazol-1-yl)-6-((2-ethoxy-2-oxoethyl)sulfonyl)-5,5-dimethylhexyl)phenyl)propanoate